Cl.Cl.N1C=C(C2=CC=CC=C12)C=1C=2N(N=C(C1)C(C(=O)N)C1=CC=C(C=C1)C1CCNCC1)C=CN2 (8-(1H-indol-3-yl)imidazo[1,2-b]pyridazin-6-yl)-2-(4-(piperidin-4-yl)phenyl)acetamide dihydrochloride